(S)-N-(3-(1-((2-ethyl-2H-pyrazolo[3,4-b]pyrazin-6-yl)amino)ethyl)phenyl)-4-(4-methylpiperazin-1-yl)-3-(trifluoromethyl)benzamide C(C)N1N=C2N=C(C=NC2=C1)N[C@@H](C)C=1C=C(C=CC1)NC(C1=CC(=C(C=C1)N1CCN(CC1)C)C(F)(F)F)=O